1,7-dibromonaphthalene BrC1=CC=CC2=CC=C(C=C12)Br